COC(=O)C12C(C(C(C(OC1)O2)OCC2=CC=CC=C2)OCC2=CC=CC=C2)OCC2=CC=CC=C2 2,3,4-Tribenzyloxy-6,8-dioxabicyclo[3.2.1]Octane-1-carboxylic acid methyl ester